2-isobutoxy-5-isobutanoylamino-N-(1-(3-(thiazol-2-yl)phenyl)ethyl)benzamide C(C(C)C)OC1=C(C(=O)NC(C)C2=CC(=CC=C2)C=2SC=CN2)C=C(C=C1)NC(C(C)C)=O